PERYLENE-3-BORONIC ACID C1=CC(=C2C=CC=C3C4=CC=CC5=CC=CC(C1=C23)=C45)B(O)O